FC1=CC=C(C=C1)S(=O)(=O)N1CCCC2=CC=C(C=C12)C(S(=O)(=O)N)C1=CC=C(C=C1)C(F)(F)F (1-((4-fluorophenyl)sulfonyl)-1,2,3,4-tetrahydroquinolin-7-yl)-1-(4-(trifluoromethyl)phenyl)methanesulfonamide